BrC=1N=CSC1C(C)N1CCOC2=NC(=C(C=3N=C(N=C1C23)OC[C@]23CCCN3C[C@@H](C2)F)F)Cl 10-(1-(4-bromothiazol-5-yl)ethyl)-5-chloro-4-fluoro-2-(((2R,7aS)-2-fluorotetrahydro-1H-pyrrolizin-7a(5H)-yl)methoxy)-9,10-dihydro-8H-7-oxa-1,3,6,10-tetraazacyclohepta[de]naphthalene